N-(5-(6,7-dihydro-5H-pyrrolo[1,2-b][1,2,4]triazol-2-yl)-8-(methylamino)-2,7-naphthyridin-3-yl)cyclopropanecarboxamide formate salt C(=O)O.N1=C2N(N=C1C1=C3C=C(N=CC3=C(N=C1)NC)NC(=O)C1CC1)CCC2